[Li+].N[C@@H](CC1=CNC2=CC=CC=C12)C(=O)[O-] tryptophan lithium salt